C(C)(C)(C)OC(=O)N1CCC(CC1)NCC1=C(C=C(C=C1)Cl)O 4-[(4-chloro-2-hydroxy-phenyl)methyl-amino]piperidine-1-carboxylic acid tert-butyl ester